[N+](=O)([O-])C=1C=CC(=C(C1)C1=CCN(CC1)C(=O)OC(C)(C)C)C=C tert-butyl 4-(5-nitro-2-vinylphenyl)-5,6-dihydropyridine-1(2H)-carboxylate